C(C)(C)(C)OC(=O)O[C@@H]1[C@H]([C@H](N(C1)C(=O)OC(C)(C)C)CC1=CC=C(C=C1)OC)OC(NC1CC(C1)NC(=O)OC(C)(C)C)=O tert-butyl (2R,3S,4S)-4-[(tert-butoxycarbonyl)oxy]-2-[(4-methoxyphenyl)methyl]-3-({[(1r,3r)-3-[(tert-butoxycarbonyl)amino]cyclobutyl]carbamoyl}oxy)pyrrolidine-1-carboxylate